CC=1N=NN=NC1 Methyltetrazin